tert-Butyl N-[(1S,2S)-1-(4-chlorophenyl)-2-methyl-3-oxopropyl]carbamate ClC1=CC=C(C=C1)[C@H]([C@@H](C=O)C)NC(OC(C)(C)C)=O